tert-butyl (E)-3-((2-fluoro-4-hydroxybut-2-en-1-yl)oxy)propanoate F\C(\COCCC(=O)OC(C)(C)C)=C\CO